C(\C=C\C(=O)O)(=O)O.N1(CCC1)CCC1=CNC2=CC=CC=C12 3-(2-(azetidin-1-yl)ethyl)-1H-indole fumarate